naphthoyl-CoA C1(=CC=CC2=CC=CC=C12)C(=O)SCCNC(CCNC([C@@H](C(COP(OP(OC[C@@H]1[C@H]([C@H]([C@@H](O1)N1C=NC=2C(N)=NC=NC12)O)OP(=O)(O)O)(=O)O)(=O)O)(C)C)O)=O)=O